8-(2-Fluoro-4-(trifluoromethyl)phenyl)-2,3-dimethyl-6-((2S,4R)-2-(2-methylpyridin-4-yl)tetrahydro-2H-pyran-4-yl)pyrido[3,4-d]pyrimidin-4(3H)-one FC1=C(C=CC(=C1)C(F)(F)F)C1=NC(=CC2=C1N=C(N(C2=O)C)C)[C@H]2C[C@H](OCC2)C2=CC(=NC=C2)C